C1=CC=CC=2C3=CC=CC=C3C(C12)COC(=O)NCCCC[C@H](NC(=O)OCC=C)C(=O)O N6-[(9H-fluoren-9-ylmethoxy)carbonyl]-N2-[(2-propen-1-yloxy)carbonyl]-L-lysine